N-(1-amino-3-hydroxy-2-methyl-1-oxopropan-2-yl)-5-((1-(2,2-difluoroethyl)-1H-pyrazol-5-yl)methoxy)-2-methylbenzofuran-3-carboxamide NC(C(CO)(C)NC(=O)C1=C(OC2=C1C=C(C=C2)OCC2=CC=NN2CC(F)F)C)=O